9,9',9'',9'''-(4-(2-(2,6-dimethylpyridin-4-yl)phenyl)pyridine-2,3,5,6-tetrayl)tetrakis(3-methyl-9H-carbazole) CC1=NC(=CC(=C1)C1=C(C=CC=C1)C1=C(C(=NC(=C1N1C2=CC=CC=C2C=2C=C(C=CC12)C)N1C2=CC=CC=C2C=2C=C(C=CC12)C)N1C2=CC=CC=C2C=2C=C(C=CC12)C)N1C2=CC=CC=C2C=2C=C(C=CC12)C)C